2-(4-(3-isopropyl-2-(2-methylpyridin-4-yl)-1H-indol-5-yl)piperidin-1-yl)-N-methyl-2-oxoacetamide C(C)(C)C1=C(NC2=CC=C(C=C12)C1CCN(CC1)C(C(=O)NC)=O)C1=CC(=NC=C1)C